CC=1C(=NC=CC1)C=1NC(=NN1)NC1=NC=CC=C1 N-(5-(3-methylpyridin-2-yl)-4H-1,2,4-triazol-3-yl)pyridin-2-amine